2,3-dihydro-1,4-dithiin S1CCSC=C1